1-[(S)-1-({4-[(1H-imidazol-2-yl)methyl]-1-piperidinyl}carbonyl)-3-methylbutyl]-3-isobutyl-2-piperazinone N1C(=NC=C1)CC1CCN(CC1)C(=O)[C@H](CC(C)C)N1C(C(NCC1)CC(C)C)=O